Prop-2-yn-1-yl 3-mercaptopropanoate SCCC(=O)OCC#C